C(C1=CC=CC=C1)N1CC=2C(N(C=3N(C2C(C1)(F)F)CCN3)CC3=CC=C(C=C3)OC)=O 7-Benzyl-9,9-difluoro-4-(4-methoxybenzyl)-2,4,6,7,8,9-hexahydroimidazo[1,2-a]pyrido[3,4-e]pyrimidin-5(1H)-one